C(C)(C)NC(O[C@H]1C[C@H](CC1)C=1NN=C(C1)NC(CC=1C=NN(C1)C1=C(C(=CC=C1)OCC1=CC=C(C=C1)OC)C1OCCO1)=O)=O (1R,3S)-3-[5-(2-{1-[2-(1,3-dioxolan-2-yl)-3-[(4-methoxyphenyl) methoxy]phenyl]pyrazol-4-yl}acetamido)-2H-pyrazol-3-yl]cyclopentyl N-isopropylcarbamate